2-bromo-2',4'-Difluoroacetophenone BrCC(=O)C1=C(C=C(C=C1)F)F